N1C=C(C2=CC=CC=C12)CCNC=1C2=C(N=C(N1)C=1C(=NC(=CC1)OC)OC)SC=N2 N-(2-(1H-indol-3-yl)ethyl)-5-(2,6-dimethoxy-pyridin-3-yl)thiazolo[5,4-d]pyrimidin-7-amine